ClC1=C(C=C(C(=C1)Cl)OC)C=1C2=C(N=C(N1)N)CCC2 4-(2,4-Dichloro-5-methoxyphenyl)-6,7-dihydro-5H-cyclopenta[d]pyrimidin-2-amine